1-(1-(8-fluoro-2-((hexahydro-1H-pyrrolizin-7a-yl)methoxy)-7-(8-(hydroxymethyl)naphthalen-1-yl)pyrido[4,3-d]pyrimidin-4-yl)piperidin-3-yl)methanesulfonamide FC1=C(N=CC2=C1N=C(N=C2N2CC(CCC2)CS(=O)(=O)N)OCC21CCCN1CCC2)C2=CC=CC1=CC=CC(=C21)CO